[Sb].[Hg] mercury-antimony